1-(2-methoxypropyl)-3-methyl-N-(7-methyl-[1,2,4]triazolo[1,5-a]pyridin-6-yl)-1H-pyrazolo[3,4-d]pyrimidin-6-amine COC(CN1N=C(C=2C1=NC(=NC2)NC=2C(=CC=1N(C2)N=CN1)C)C)C